methyl-[2-phenyl-2-(2-piperidinyl) acetate] COC(C(C1NCCCC1)C1=CC=CC=C1)=O